C(C)(C)(C)C1=NOC(=N1)C(=O)NCC1=C(C=C(C=C1)C1=C2C(=NC=C1)NC(=N2)C2=C(C(=CC=C2)C)[N+](=O)[O-])F 3-(tert-Butyl)-N-(2-fluoro-4-(2-(3-methyl-2-nitrophenyl)-3H-imidazo[4,5-b]pyridin-7-yl)benzyl)-1,2,4-oxadiazole-5-carboxamide